C(CCCCCCC\C=C/CCCCCCCC)(=O)OCCCCCCCCCCCCCC(=O)O 14-oleoyloxy-tetradecanoic acid